1-(2-4-fluorophenylethyl)-1H-Indazole-6-carboxylic acid hydroxyamide ONC(=O)C1=CC=C2C=NN(C2=C1)CCC1=CC=C(C=C1)F